(6S)-12-({5-[3-fluoro-4-(2-oxopyrrolidin-1-yl)phenyl]-4-[(3-hydroxyoxetan-3-yl)methyl]pyrimidin-2-yl}amino)-8-oxa-2,10-diazatricyclo[7.4.0.02,6]trideca-1(9),10,12-trien-3-one FC=1C=C(C=CC1N1C(CCC1)=O)C=1C(=NC(=NC1)NC=1C=NC=2OC[C@@H]3CCC(N3C2C1)=O)CC1(COC1)O